ClC=1C=C(C=CC1OC)NC(=O)C1CCC(CC1)N1C(NC2=CC(=CC(=C2C1)C)NCCN(C)C)=O (1s,4s)-N-(3-chloro-4-methoxyphenyl)-4-(7-(2-(dimethylamino)ethylamino)-5-methyl-2-oxo-1,2-dihydroquinazolin-3(4H)-yl)cyclohexanecarboxamide